FC1=CC=2N(C=C1)C(=CN2)C2=C1CN(C(C1=C(C=C2)NC2=NC(=C(C=C2)[C@H]2COCC2)COS(=O)(=O)C)=O)C(=O)OC(C)(C)C tert-butyl (S)-4-(7-fluoroimidazo[1,2-a]pyridin-3-yl)-7-((6-(((methylsulfonyl)oxy)methyl)-5-(tetrahydrofuran-3-yl)pyridin-2-yl)amino)-1-oxoisoindoline-2-carboxylate